COC=1C=C2C=CC(=CC2=CC1)C(CC(=O)O)NC1=CC=C(C=C1)C 3-(6-Methoxynaphthalen-2-yl)-3-(p-tolylamino)propionic acid